(R)-N-(5-((4-amino-1-ethyl-1H-pyrazolo[3,4-d]pyrimidin-3-yl)ethynyl)-2-fluoro-4-methylphenyl)-3-(3,5-difluorophenyl)isoxazolidin-2-carboxamide NC1=C2C(=NC=N1)N(N=C2C#CC=2C(=CC(=C(C2)NC(=O)N2OCC[C@@H]2C2=CC(=CC(=C2)F)F)F)C)CC